ClC1=C(C=C(C=C1)C1=NC=C(C(=N1)N1CC(CC1)CNC(OC(C)(C)C)=O)C#N)C(F)(F)F tert-butyl N-[[1-[2-[4-chloro-3-(trifluoromethyl)phenyl]-5-cyano-pyrimidin-4-yl]pyrrolidin-3-yl]methyl]carbamate